1-{5-[(R)-(1,3-dimethyl-azetidin-3-yl)-hydroxy-(4-isopropyl-phenyl)-methyl]-pyridin-3-yl}-4-(2-methyl-thiazol-5-yl)-pyrrolidin-2-one CN1CC(C1)(C)[C@@](C=1C=C(C=NC1)N1C(CC(C1)C1=CN=C(S1)C)=O)(C1=CC=C(C=C1)C(C)C)O